(4-amino-5-(3-fluorophenyl)-7-methyl-7H-pyrrolo[2,3-d]pyrimidin-6-yl)-3-azaspiro[5.5]undec-8-ene-3-carboxylic acid tert-butyl ester C(C)(C)(C)OC(=O)N1CC(C2(CC1)CC=CCC2)C2=C(C1=C(N=CN=C1N)N2C)C2=CC(=CC=C2)F